[6-(difluoromethoxy)pyridazin-3-yl]amine FC(OC1=CC=C(N=N1)N)F